methyl 2,5-dihydroxybiphenyl-dicarboxylate OC1(C(=CC(=CC1C(=O)[O-])O)C1=CC=CC=C1)C(=O)OC